C(C)(C)(C)C1(N(CC1)C(=O)[O-])CC=C1CC[C@@]2(C3CC[C@@]4(C(CCC4C3C([C@@H](C2C1)CO)=O)=O)C)C tert-butyl-(2-((6S,10R,13S)-6-(hydroxymethyl)-10,13-dimethyl-7,17-dioxododecahydro-1H-cyclopenta[a]phenanthren-3(2H,4H,10H)-ylidene)ethyl)azetidine-1-carboxylate